methanamine dihydrochloride Cl.Cl.CN